2-(2-isopropyl-6-(2-(2-(methyl(1-sulfamoylpiperidin-3-yl)amino)ethoxy)-pyridin-4-yl)phenyl)acetic acid C(C)(C)C1=C(C(=CC=C1)C1=CC(=NC=C1)OCCN(C1CN(CCC1)S(N)(=O)=O)C)CC(=O)O